C1(CC1)C1=NC(=NC(=C1C=1C=C2C(=NC=NC2=CC1)C)C1=CC=C(C=C1)F)N 4-cyclopropyl-6-(4-fluorophenyl)-5-(4-methyl-quinazolin-6-yl)pyrimidin-2-amine